FC(=C(C(C(C(C(F)(F)F)(F)F)(F)F)(F)F)F)OC=1C=C(C=C(C(=O)O)C1)C(=O)O 5-(perfluorohexenyloxy)isophthalic acid